NC(C(=O)O)CC1=CC(=CC(=C1)F)Br 2-amino-3-(3-bromo-5-fluorophenyl)propanoic acid